C(C)(C)(C)OC(C(CC1=NN(C=C1)C1CC1)N(C(CCl)=O)CC(=O)NC1=C(C=CC(=C1)Cl)N1N=NC(=C1)Cl)=O 2-(2-Chloro-N-(2-((5-chloro-2-(4-chloro-1H-1,2,3-triazol-1-yl)phenyl)amino)-2-oxoethyl)acetamido)-3-(1-cyclopropyl-1H-pyrazol-3-yl)propanoic acid tert-butyl ester